OC1=CC=C(C=C1)[C@H]1[C@@H](CNC1)C(=O)O trans-4-(4-hydroxy-phenyl)-pyrrolidine-3-carboxylic acid